ClC=1C=CC(=C(C1)C1=CC(=C(N1C)C)C(=O)N(C1=CC=C(C=C1)O)C1=NC=CC(=N1)C#N)C(=O)N1CC2=CC=CC=C2C[C@H]1CN1CCOCC1 5-(5-Chloro-2-{[(3S)-3-(morpholin-4-ylmethyl)-3,4-dihydroisoquinolin-2(1H)-yl]carbonyl}phenyl)-N-(4-cyanopyrimidin-2-yl)-N-(4-hydroxyphenyl)-1,2-dimethyl-1H-pyrrole-3-carboxamide